2-(4-(3-(1-(5-chloropyrimidin-2-yl)piperidin-4-yl)propoxy)-2-fluorophenyl)-1-(3,3-difluoro-1-((2S,3R,4R,5R)-2,3,4,5,6-pentahydroxyhexyl)-1,6-diazaspiro[3.3]heptan-6-yl)ethan-1-one ClC=1C=NC(=NC1)N1CCC(CC1)CCCOC1=CC(=C(C=C1)CC(=O)N1CC2(C(CN2C[C@@H]([C@H]([C@@H]([C@@H](CO)O)O)O)O)(F)F)C1)F